BrC1=C(OCCN(C)C)C(=CC=C1)[N+](=O)[O-] 2-(2-bromo-6-nitrophenoxy)-N,N-dimethylethanamine